[1,3-bis(2-methylphenyl)-2-imidazolidinylidene]dichloro(phenylmethylene)(tricyclohexyl-phosphine) ruthenium(II) [Ru+2].CC1=C(C=CC=C1)N1C(N(CC1)C1=C(C=CC=C1)C)=C1C(C(C(CC1)(P(C1CCCCC1)C1CCCCC1)Cl)=CC1=CC=CC=C1)Cl